COC1=C(C(=C(C(=C1)C)C=CC(=CC=CC(=CC(=O)O)C)C)C)C 9-(4-methoxy-2,3,6-trimethylphenyl)-3,7-dimethylnon-2,4,6,8-tetraenoic acid